4-[2-fluoro-4-(2-pentylthieno[3,2-b]thiophen-5-yl)phenyl]-2,6-dimethylphenyl isothiocyanate FC1=C(C=CC(=C1)C1=CC=2SC(=CC2S1)CCCCC)C1=CC(=C(C(=C1)C)N=C=S)C